6-bromo-4-fluoro-1-phenyl-1,2-dihydro-3H-indazol-3-one BrC1=CC(=C2C(NN(C2=C1)C1=CC=CC=C1)=O)F